ClC=1C(=C2C=NNC2=C(C1F)C=C=C)C=1N=CC=2N(C1)C=C(N2)NC(=O)[C@H]2[C@H](C2)F (1S,2S)-N-(6-(5-chloro-6-fluoro-7-(prop-1,2-dien-1-yl)-1H-indazol-4-yl)imidazo[1,2-a]pyrazin-2-yl)-2-fluorocyclopropane-1-carboxamide